2-(4-{3-chloro-4-[(3,5-difluoropyridin-2-yl)methoxy]-5',6-dimethyl-2-oxo-[1,4'-bipyridin]-2'-yl}pyrimidin-2-yl)-2-methylpropanal ClC=1C(N(C(=CC1OCC1=NC=C(C=C1F)F)C)C1=CC(=NC=C1C)C1=NC(=NC=C1)C(C=O)(C)C)=O